C1(=C(C=CC=C1)C(=O)C1=CC(=C(C=C1)N1C=NC(=C1)C)OC)C1=CC=CC=C1 [1,1'-biphenyl]-2-yl-(3-methoxy-4-(4-methyl-1H-imidazol-1-yl)phenyl)methanone